C([C@H]1CO1)OC1=CC=CC=C1 |r| racemic-phenyl glycidyl ether